C(C)(C)C1=C(C=CC=C1)C=1N=C(C2=C(N1)N=CC=C2)O 2-(2-isopropylphenyl)pyrido[2,3-d]pyrimidin-4-ol